2-(6-hydrazineylpyridin-3-yl)thiazole N(N)C1=CC=C(C=N1)C=1SC=CN1